3-(3-Phenylpiperazinyl-propionyl)-5-methyl-7-hydroxycoumarin hydrochloride Cl.C1(=CC=CC=C1)C1CN(CCN1)CCC(=O)C=1C(OC2=CC(=CC(=C2C1)C)O)=O